SCCC1CCN(CC1)C(=O)OC(C)(C)C tert-butyl 4-(2-sulfanylethyl)piperidine-1-carboxylate